C(=C)C1(CC[C@@H]2[C@]3(CCC[C@](C3CCC2(C1)O)(C)CO)C)C (1S,4aS,4bR)-7-ethenyl-1-(hydroxymethyl)-1,4a,7-trimethyl-2,3,4,4b,5,6,8,9,10,10a-decahydrophenanthren-8a-ol